COC([C@@H](NC(=O)OC(C)(C)C)CC1=CNC2=CC=CC=C12)=O boc-tryptophan methyl ester